2,2-difluoro-N-(4-(1-(2,2,2-trifluoroethyl)-1H-pyrazol-4-yl)quinolin-8-yl)benzo[d][1,3]dioxole-5-carboxamide FC1(OC2=C(O1)C=CC(=C2)C(=O)NC=2C=CC=C1C(=CC=NC21)C=2C=NN(C2)CC(F)(F)F)F